NC=1C=C2C(CC(C2=CC1)(C)C1=CC=C(C=C1)N)(C)C 5-amino-1-(4'-aminophenyl)-1,3,3-trimethylindane